OC1=C(C=CC=C1)CP(C1=CC(=CC(=C1)C)C)(C1=CC(=CC(=C1)C)C)=O (2-hydroxyphenyl)methyldi(3,5-dimethylphenyl)phosphine oxide